1-allyl-oxyoctane C(C=C)OCCCCCCCC